isopropyl trans-N-[4-[5-[2-(ethylsulfamoyl)-4-[(2-hydroxypyrimidin-4-yl)amino]phenyl]thiazol-2-yl]cyclohexyl]carbamate C(C)NS(=O)(=O)C1=C(C=CC(=C1)NC1=NC(=NC=C1)O)C1=CN=C(S1)[C@@H]1CC[C@H](CC1)NC(OC(C)C)=O